N-(5-Cyano-4-(((trans)-4-methoxytetrahydrofuran-3-yl)amino)pyridin-2-yl)-7-formyl-6-((3-carbonylmorpholino)methyl)-3,4-dihydro-1,8-naphthyridin-1(2H)-carboxamide C(#N)C=1C(=CC(=NC1)NC(=O)N1CCCC2=CC(=C(N=C12)C=O)CN1C(COCC1)=C=O)N[C@@H]1COC[C@H]1OC